N1C=C(C2=CC=CC=C12)C[C@@H]1N(C(OC1)=O)C1=CC(=CC(=N1)[C@@H](C)NC=1C(=NC(=CC1)Cl)C(=O)OC)C Methyl 3-(((R)-1-(6-((S)-4-((1H-indol-3-yl)methyl)-2-oxooxazolidin-3-yl)-4-methylpyridin-2-yl)ethyl)amino)-6-chloropicolinate